trans-8-((4-((4-fluorophenyl)((tetrahydro-2H-pyran-3-yl)methyl)amino)cyclohexyl)(methyl)amino)-5-methyl-6-oxo-5,6-dihydro-1,5-naphthyridine-2,7-dicarbonitrile FC1=CC=C(C=C1)N([C@@H]1CC[C@H](CC1)N(C1=C(C(N(C=2C=CC(=NC12)C#N)C)=O)C#N)C)CC1COCCC1